3-Chloro-5-fluoro-2-methyl-4-(piperidin-3-yl)-1H-indole-7-carboxamide hydrochloride Cl.ClC1=C(NC2=C(C=C(C(=C12)C1CNCCC1)F)C(=O)N)C